ethylenebislignoceric acid amide C(CCCCCCCCCCCCCCCCCCCCCCCCC(=O)N)CCCCCCCCCCCCCCCCCCCCCCCC(=O)N